Cl.COC1=NC=CC2=C1C[C@@H]1CC[C@H]2N1 (5R,8S)-1-methoxy-6,7,8,9-tetrahydro-5H-5,8-epiminocyclohepta[c]pyridine HCl salt